4-(tributylstannyl)-2-(triisopropylsilyl)-1,3-oxazole C(CCC)[Sn](C=1N=C(OC1)[Si](C(C)C)(C(C)C)C(C)C)(CCCC)CCCC